2-CYCLOHEXYL-PROPANAL C1(CCCCC1)C(C=O)C